β-(3,4-epoxycyclohexyl)ethyldimethoxyethoxymethylsilane C1(CC2C(CC1)O2)CC[SiH2]COCC(OC)OC